N-(5-(3-hydroxy-3-methylpyrrolidin-1-yl)-2-(trifluoromethyl)pyridin-3-yl)-6-(1-(2,2,2-trifluoroethyl)-1H-pyrazol-4-yl)picolinamide OC1(CN(CC1)C=1C=C(C(=NC1)C(F)(F)F)NC(C1=NC(=CC=C1)C=1C=NN(C1)CC(F)(F)F)=O)C